2-(4-Fluorophenyl)-N-{4-[3-(pyridin-2-yl)-1H-pyrrolo[3,2-b]pyridin-2-yl]pyridin-2-yl}acetamid FC1=CC=C(C=C1)CC(=O)NC1=NC=CC(=C1)C1=C(C2=NC=CC=C2N1)C1=NC=CC=C1